C(C)OC(=O)C1=NN(C(=C1)O)C 5-hydroxy-1-methyl-pyrazole-3-carboxylic acid ethyl ester